heptaphenyltrisilol sodium salt [Na].C1(=CC=CC=C1)C=1[Si]([Si]([Si](C1)(C1=CC=CC=C1)C1=CC=CC=C1)(C1=CC=CC=C1)C1=CC=CC=C1)(C1=CC=CC=C1)C1=CC=CC=C1